Cl.C(C)NC1CC=2C(=CSC2)CC1 N-ethyl-4,5,6,7-tetrahydro-2-benzothiophen-5-amine hydrochloride